(R)-N-((3S,4S)-8-(5-((4-chloropyrazolo[1,5-a]pyridin-5-yl)thio)-1-methyl-6-oxo-1,6-dihydropyrimidin-2-yl)-3-methyl-2-oxa-8-azaspiro[4.5]decan-4-yl)-2-methylpropane-2-sulfinamide ClC=1C=2N(C=CC1SC1=CN=C(N(C1=O)C)N1CCC3([C@@H]([C@@H](OC3)C)N[S@](=O)C(C)(C)C)CC1)N=CC2